CC(CC=C)C 4-Methyl-pentene